OCCN1CC2N(C(C1)C2)C(=O)OC(C)(C)C tert-butyl 3-(2-hydroxyethyl)-3,6-diazabicyclo[3.1.1]heptane-6-carboxylate